O=C1NC(CCC1N1C(C2=CC=CC(=C2C1=O)NCC=1C=NN(C1)C1CCN(CC1)C(=O)C1CCN(CC1)C1=NC=C(C=N1)I)=O)=O 2-(2,6-dioxopiperidin-3-yl)-4-(((1-(1-(1-(5-iodopyrimidin-2-yl)piperidine-4-carbonyl)piperidin-4-yl)-1H-pyrazol-4-yl)methyl)amino)isoindoline-1,3-dione